FC1=NC(=CC(=C1)O)F 2,6-difluoropyridin-4-ol